C(C1=CC=CC=C1)N1CCN(CC1)C1=NC=C(C=C1)CCOC\C=C\B1OC(C(O1)(C)C)(C)C 1-benzyl-4-[5-(2-[[(2E)-3-(tetramethyl-1,3,2-dioxaborolan-2-yl)prop-2-en-1-yl]oxy]ethyl)pyridin-2-yl]piperazine